β-hydroxy-O-methylbutyric acid OC(CC(=O)OC)C